8-bromo-7-methoxy-4-(tetrahydro-2H-pyran-4-yl)quinoline-3-carboxylic acid BrC=1C(=CC=C2C(=C(C=NC12)C(=O)O)C1CCOCC1)OC